BrC=1C=C(N(N1)C1=NC=CC=C1Cl)C(=O)O 5-Bromo-2-(3-chloro-pyridin-2-yl)-2H-pyrazole-3-carboxylic acid